4,4-diethylcyclohex-2-enone C(C)C1(C=CC(CC1)=O)CC